CC1=C(C(=O)O[C@H]2O[C@H]([C@@H]([C@H]2F)OC(C)=O)N2C=3N=C(NC(C3N(C2=O)CC#C)=O)NC(C)=O)C=CC=C1 ((2R,3R,4S,5R)-5-(2-acetamido-6,8-dioxo-7-(prop-2-yn-1-yl)-1,6,7,8-tetrahydro-9H-purin-9-yl)-4-acetoxy-3-fluorotetrahydrofuran-2-yl) methylbenzoate